(1-piperidyl)Methanone N1(CCCCC1)C=O